(1S,4S)-5-[(7S)-2-{3-[4-(1-Methyl-1H-1,2,4-triazol-5-yl)phenyl]-1H-pyrazolo[3,4-b]pyridin-5-yl}-6,7,8,9-tetrahydro-5H-benzo[7]annulen-7-yl]-2-oxa-5-azabicyclo[2.2.1]heptane CN1N=CN=C1C1=CC=C(C=C1)C1=NNC2=NC=C(C=C21)C=2C=CC1=C(CC[C@H](CC1)N1[C@@H]3CO[C@H](C1)C3)C2